4-isopropyl-oxazole C(C)(C)C=1N=COC1